phenyl-(1-hydroxyisopropyl)methanone tert-butyl-(3S,4S)-4-(4-aminopyrazol-1-yl)-3-fluoropiperidine-1-carboxylate C(C)(C)(C)OC(=O)N1C[C@@H]([C@H](CC1)N1N=CC(=C1)N)F.C1(=CC=CC=C1)C(=O)C(C)(C)O